C(C)(C)(C)OC(=O)N1CC(CCC1)CS(=O)(=O)C 3-(methylsulfonylmethyl)piperidine-1-carboxylic acid tert-butyl ester